tert-butyl (4-(7-chloro-4-(morpholine-4-carbonyl)quinolin-2-yl)benzyl)carbamate ClC1=CC=C2C(=CC(=NC2=C1)C1=CC=C(CNC(OC(C)(C)C)=O)C=C1)C(=O)N1CCOCC1